3-[4-[(3S,5R)-3,5-dimethylpiperazin-1-yl]-3,5-difluoro-anilino]-5-(methylamino)-6-(3-methylimidazo[4,5-c]pyridin-7-yl)pyrazine-2-carboxamide C[C@H]1CN(C[C@H](N1)C)C1=C(C=C(NC=2C(=NC(=C(N2)NC)C=2C3=C(C=NC2)N(C=N3)C)C(=O)N)C=C1F)F